C(C)(C)[C@H]1N=C([C@@H](N=C1OC)CC1=CC=C(C=2N1C=CN2)C2=NC=C(C=C2C(F)(F)F)C)OC 5-(((2S,5R)-5-isopropyl-3,6-dimethoxy-2,5-dihydropyrazin-2-yl)methyl)-8-(5-methyl-3-(trifluoromethyl)pyridin-2-yl)imidazo[1,2-a]pyridine